C(CCC)C=1N(C(=C(N1)Cl)C(=O)N[C@H](C(=O)O)CC1=CC=CC=C1)C (S)-2-[(2-butyl-4-chloro-1-methyl-1H-imidazol-5-yl)carbonylamino]-3-phenylpropionic acid